3-(5-methyl-6-(piperazin-1-yl)pyrimidin-4-yl)quinoline CC=1C(=NC=NC1N1CCNCC1)C=1C=NC2=CC=CC=C2C1